C1(=CC=CC=C1)C=1C(C(=C(C1C1=CC=CC=C1)C1=CC=CC=C1)C1=CC=CC=C1)=O 2,3,4,5-tetraphenylcyclopent-2,4-dienone